6-Chloro-3-[(1R)-1-[3,6-dimethyl-2-(1-methylpyrazolo[3,4-b]pyridin-6-yl)-4-oxo-chromen-8-yl]ethoxy]pyridine-2-carbonitrile ClC1=CC=C(C(=N1)C#N)O[C@H](C)C=1C=C(C=C2C(C(=C(OC12)C1=CC=C2C(=N1)N(N=C2)C)C)=O)C